(4-methoxybenzylidene)malonate COC1=CC=C(C=C(C(=O)[O-])C(=O)[O-])C=C1